Cl.N1=CC=NC=C1 pyrazine HCl salt